BrC1=CC=2N(C=C1)N=C(C2)C 5-bromo-2-methylpyrazolo[1,5-a]pyridine